(Z)-2-amino-2-phenylethan-1-ol NC(CO)C1=CC=CC=C1